3-(tripropoxysilyl)propyl-di-n-undecylmethyl-ammonium chloride [Cl-].C(CC)O[Si](CCC[N+](C)(CCCCCCCCCCC)CCCCCCCCCCC)(OCCC)OCCC